2,2'-(4-(2-(tert-butoxy)-2-oxoethyl)-10-((tert-butoxycarbonyl)glycyl)-1,4,7,10-tetraazacyclododecane-1,7-diyl)diallyl diacetate C(C)(=O)OCC(=C)N1CCN(CCN(CCN(CC1)C(CNC(=O)OC(C)(C)C)=O)C(COC(C)=O)=C)CC(=O)OC(C)(C)C